C(C)N(C1=CC=C2C=C(C(OC2=C1)=O)C(=O)O)CC 7-diethylamino-coumarin-3-formic acid